OC1=NC=C(C(=C1)C1=NC(=CC(=C1)C(=O)OC)C)OCOCCOC methyl 2'-hydroxy-5'-[(2-methoxyethoxy) methoxy]-6-methyl-[2,4'-bipyridine]-4-carboxylate